CN(C1=C2C(=NC=N1)N(N=C2I)CCCCNC([O-])=O)C (4-(4-(dimethylamino)-3-iodo-1H-pyrazolo[3,4-d]pyrimidin-1-yl)butyl)carbamate